[Ca+2].C(CCCCCCCCCCCCCCCCC)(=O)[O-].C(CCCCCCCCCCCCCCCCC)(=O)[O-] bis(stearic acid)-calcium salt